5-((1-Acryloylazetidin-3-yl)methyl)-2-(2-fluoro-6-hydroxyphenyl)-8-(2-isopropyl-4-methylpyridin-3-yl)-5,8-dihydropteridine-6,7-dione C(C=C)(=O)N1CC(C1)CN1C=2C=NC(=NC2N(C(C1=O)=O)C=1C(=NC=CC1C)C(C)C)C1=C(C=CC=C1O)F